2,2,2-trichloroethyl (5-methyl-6-(2-methylpyrimidin-5-yl)-2-phenylpyridin-3-yl)carbamate CC=1C=C(C(=NC1C=1C=NC(=NC1)C)C1=CC=CC=C1)NC(OCC(Cl)(Cl)Cl)=O